NC1=NC(=NC(=N1)N)C1=CC=C(C=C1)OC 2,4-diamino-6-(4-methoxyphenyl)-1,3,5-triazine